tert-butyl (1R,5S)-1-methyl-3,8-diazabicyclo[3.2.1]octane-8-carboxylate C[C@]12CNC[C@H](CC1)N2C(=O)OC(C)(C)C